rac-N-[(3S,4R)-4-({[(1s,4S)-4-tert-butylcyclohexyl]oxy}methyl)-7-methyl-6-oxo-1,3,4,6-tetrahydro-2H-quinolizin-3-yl]cyclopropanesulfonamide C(C)(C)(C)C1CCC(CC1)OC[C@H]1[C@H](CCC2=CC=C(C(N12)=O)C)NS(=O)(=O)C1CC1 |r|